ClC=1C(=NC(=NC1)NC1=CC=C(C=C1)CN1CCOCC1)NC1=C(C(=O)NC(CO)C(CC)C)C=CC=C1 2-((5-chloro-2-(4-morpholinomethylanilino)pyrimidin-4-yl)amino)-N-(1-hydroxy-3-methylpentane-2-yl)benzamide